CC1=CC=C(C=C1)S(=O)(=O)OCCCC=1C=NN(C(C1C(F)F)=O)C1OCCCC1 3-(5-(difluoromethyl)-6-oxo-1-(tetrahydro-2H-pyran-2-yl)-1,6-dihydropyridazin-4-yl)propyl 4-methylbenzenesulfonate